1-(difluoromethyl)-4-ethynyl-1H-pyrazole FC(N1N=CC(=C1)C#C)F